N=1NN=NC1C1=CC=2C(=NOC2C=2C=C(OC3CCN(CC3)C[C@@H]3CC[C@H](CC3)CN3CCC(CC3)OC=3C=C4CN(C(C4=CC3)=O)C3C(NC(CC3)=O)=O)C=CC2)C=C1 3-(5-((1-((trans-4-((4-(3-(5-(2H-tetrazol-5-yl)benzo[c]isoxazol-3-yl)phenoxy)piperidin-1-yl)methyl)cyclohexyl)methyl)piperidin-4-yl)oxy)-1-oxoisoindolin-2-yl)piperidine-2,6-dione